ls-2,6-dichloro-3-formylfluorobenzene ClC1=C(C(=CC=C1C=O)Cl)F